The molecule is an acyl-CoA(4-) arising from deprotonation of the phosphate and diphosphate functions of (10Z,13Z,16Z)-docosatrienoyl-CoA. It is a conjugate base of a (10Z,13Z,16Z)-docosatrienoyl-CoA. CCCCC/C=C\\C/C=C\\C/C=C\\CCCCCCCCC(=O)SCCNC(=O)CCNC(=O)[C@@H](C(C)(C)COP(=O)([O-])OP(=O)([O-])OC[C@@H]1[C@H]([C@H]([C@@H](O1)N2C=NC3=C(N=CN=C32)N)O)OP(=O)([O-])[O-])O